1-(1-(6-(3-methoxytetrahydrofuran-3-yl)-4-methylpyridin-2-yl)-3-(2-methyl-2-azaspiro[3.3]hept-6-yl)-1H-pyrrolo[3,2-c]pyridin-6-yl)urea COC1(COCC1)C1=CC(=CC(=N1)N1C=C(C=2C=NC(=CC21)NC(=O)N)C2CC1(CN(C1)C)C2)C